N-[(pyridin-3-yl)methyl]propanamide N1=CC(=CC=C1)CNC(CC)=O